S(CCC(=O)OCC)CCC(=O)OCC diethyl 3,3'-thiodipropionate